1-(3-(4-(4-carboxy-4-methylpentyl)phenyl)propyl)cyclopropane C(=O)(O)C(CCCC1=CC=C(C=C1)CCCC1CC1)(C)C